(S)-3-(4-fluoro-2',5,6'-trimethyl-[1,1'-biphenyl]-3-yl)-3-((S)-2-(3-(2-(3-(trifluoromethyl)azetidin-1-yl)ethyl)-5-methyl-6-oxopyridazin-1(6H)-yl)-4-Methylvalerylamino)propionic acid FC1=C(C=C(C=C1C)C1=C(C=CC=C1C)C)[C@H](CC(=O)O)NC([C@H](CC(C)C)N1N=C(C=C(C1=O)C)CCN1CC(C1)C(F)(F)F)=O